5-bromonaphtho[2,1-b]benzofuran BrC1=CC=2OC3=C(C2C=2C=CC=CC12)C=CC=C3